C1(CCCC1)NC(=O)C1=CC2=C(N=C(S2)N2CCN(CC2)C)C(=C1)C N-cyclopentyl-4-methyl-2-(4-methylpiperazin-1-yl)benzo[d]thiazole-6-carboxamide